6-chloro-2-phenyl-4(1H)-quinolone ClC=1C=C2C(C=C(NC2=CC1)C1=CC=CC=C1)=O